ClC1=CC=C2C(=C1)CN(C(C21CCN(CC1)C1CCC(CC1)C(C)C)=O)CCNS(=O)(=O)C N-(2-(7-chloro-1'-((1s,4s)-4-isopropylcyclohexyl)-3-oxo-1H-spiro[isoquinoline-4,4'-piperidin]-2(3H)-yl)ethyl)methanesulfonamide